N[C@H]1[C@H]2CC[C@@H](C1)N2C(=O)C2=C(CC(C(=C2)C2=CC(=C(C=C2)C#N)F)(C2=CC=CC=C2)F)CCOC |o1:1,2,5| 5'-((1R,2R,4S)-rel-2-amino-7-azabicyclo[2.2.1]heptane-7-carbonyl)-2',3-difluoro-4'-(2-methoxyethyl)-[1,1':2',1''-terphenyl]-4-carbonitrile